(R)-2-((1-(2-cyano-7-methyl-3-(1-methyl-1H-imidazol-4-yl)quinoxalin-5-yl)ethyl)amino)benzoic acid C(#N)C1=NC2=CC(=CC(=C2N=C1C=1N=CN(C1)C)[C@@H](C)NC1=C(C(=O)O)C=CC=C1)C